Cl.C1(=CC=CC=C1)C1N(CCC(C1CN(C)C)(C1=CC(=CC=C1)OC)O)C(=O)NC1=CC(=C(C=C1)F)F Phenyl-N-(3,4-difluorophenyl)-3-((dimethylamino)methyl)-4-hydroxy-4-(3-methoxyphenyl)piperidine-1-carboxamide hydrochloride